(6-Aminopyridin-3-yl)piperazine-1-carboxylic acid tert-butyl ester C(C)(C)(C)OC(=O)N1C(CNCC1)C=1C=NC(=CC1)N